(1S,4S)-4-acetamido-N-((S)-(3-chloro-2-fluoro-5-hydroxyphenyl)(4-fluorobicyclo[2.2.1]hept-1-yl)methyl)-3,3-difluorocyclopentane-1-carboxamide C(C)(=O)N[C@@H]1C(C[C@H](C1)C(=O)N[C@@H](C12CCC(CC1)(C2)F)C2=C(C(=CC(=C2)O)Cl)F)(F)F